ClCCC(=O)N1CCC(CC1)[C@@H]1CCNC=2N1N=C(C2C(=O)N)C2=CC=C(C=C2)OC2=CC=CC=C2 (S)-7-(1-(3-Chloropropanoyl)piperidin-4-yl)-2-(4-phenoxyphenyl)-4,5,6,7-tetrahydro-pyrazolo[1,5-a]pyrimidine-3-carboxamide